Cl.NCCC[C@@H](C(C)C)N1CC2(C1)CN(CC2)C=2N=CN=NC2OC2=C(C(=O)N(C(C)C)CC)C=C(C=C2)F (S)-2-((5-(2-(6-amino-2-methylhexan-3-yl)-2,6-diazaspiro[3.4]oct-6-yl)-1,2,4-triazin-6-yl)oxy)-N-ethyl-5-fluoro-N-isopropylbenzamide hydrochloride